4-(3-(4-bromo-3-methylphenoxy)propyl)piperidine BrC1=C(C=C(OCCCC2CCNCC2)C=C1)C